4-(4-((1R,5S)-3,8-diazabicyclo[3.2.1]oct-6-en-8-yl)-8-fluoro-2-((tetrahydro-1H-pyrrolizin-7a(5H)-yl)methoxy)pyrido[4,3-d]pyrimidin-7-yl)-5-ethynylnaphthalen-2-ol [C@H]12CNC[C@H](C=C1)N2C=2C1=C(N=C(N2)OCC23CCCN3CCC2)C(=C(N=C1)C1=CC(=CC2=CC=CC(=C12)C#C)O)F